C1(CCCCC1)C1=CC=C(CN(C(=O)[C@@H]2N(CCC2)S(=O)(=O)C2=C(C(=C(C(=C2F)F)F)F)F)C2=CC(=C(C=C2)C(NO)=O)O)C=C1 (R)-N-(4-cyclohexylbenzyl)-N-(3-hydroxy-4-(hydroxycarbamoyl)phenyl)-1-((pentafluorophenyl)sulfonyl)pyrrolidine-2-carboxamide